N1(CCC1)C(=O)C=1C=NC(=NC1)NC1CC2=CC=CC=C2C1 azetidin-1-yl-(2-((2,3-dihydro-1H-inden-2-yl)amino)pyrimidin-5-yl)methanone